CC=1C=C2C(C=C(OC2=C(C1)C(C)NC1=C(C(=O)O)C=CC=C1)C=1C=NN2C1C=CC=C2)=O 2-[1-(6-Methyl-4-oxo-2-pyrazolo[1,5-a]pyridin-3-yl-chromen-8-yl)ethylamino]benzoic acid